C(C)(C)(C)N1N=CC(=C1C(=O)NOCC1=CC=C(C=C1)C#N)OC1=CC(=CC=C1)C(F)(F)F 1-(tert-butyl)-N-((4-cyanobenzyl)oxy)-4-(3-(trifluoromethyl)phenoxy)-1H-pyrazole-5-carboxamide